[2-(1-tert-butoxycarbonyl-4-piperidyl)pyrimidin-5-yl]boronic acid C(C)(C)(C)OC(=O)N1CCC(CC1)C1=NC=C(C=N1)B(O)O